(6R,8R)-4-(2-chloro-4-fluoro-5-hydroxyphenyl)-7,7-dimethyl-2-(2,6-diazaspiro[3.4]octan-6-yl)-5,6,7,8-tetrahydro-6,8-methanoquinoline-3-carbonitrile ClC1=C(C=C(C(=C1)F)O)C1=C(C(=NC=2[C@H]3C([C@@H](CC12)C3)(C)C)N3CC1(CNC1)CC3)C#N